BrC=1C2=C(SC1C(F)(F)P(OCC)(OCC)=O)C(=CC(=C2)CO)OCCCS(N)(=O)=O diethyl ((3-bromo-5-(hydroxymethyl)-7-(3-sulfamoylpropoxy)benzo[b]thiophen-2-yl)difluoromethyl)phosphonate